tert-butyl (2S)-2-[(2R)-2-(4-cyclopropanesulfonamidopyridin-2-yl)-2-{[5-(6-ethoxypyrazin-2-yl)-1,3-thiazol-2-yl]formamido}ethyl]piperidine-1-carboxylate C1(CC1)S(=O)(=O)NC1=CC(=NC=C1)[C@@H](C[C@H]1N(CCCC1)C(=O)OC(C)(C)C)NC(=O)C=1SC(=CN1)C1=NC(=CN=C1)OCC